((2R,3S,4S,5R)-3,4,5-trihydroxy-6-methoxytetrahydro-2H-pyran-2-yl)methyl (E)-3-(4-(allyloxy)phenyl)acrylate C(C=C)OC1=CC=C(C=C1)/C=C/C(=O)OC[C@H]1OC([C@@H]([C@H]([C@@H]1O)O)O)OC